NC1=NN2C(C=C(C=C2)C2=CC=C(C=C2)CC(=O)O)=N1 2-[4-(2-amino-[1,2,4]triazolo[1,5-a]pyridin-7-yl)phenyl]acetic acid